5-Bromo-6-chloronicotinic acid tert-butyl ester C(C)(C)(C)OC(C1=CN=C(C(=C1)Br)Cl)=O